CC1(OC(=C(C(O1)=O)C)C[C@H](C#C)C1=CC=C(C=C1)C)C (R)-2,2,5-trimethyl-6-(2-(p-tolyl)but-3-yn-1-yl)-4H-1,3-dioxin-4-one